OCCNCC=1C=CC(=NC1)C(=O)NC=1C(=C(C=CC1)C1=C(C(=CC=C1)C1=CC=2N(C=C1)C(=NN2)C2=CC=C(C=C2)CNCCOC)C)C 5-(((2-hydroxyethyl)amino)methyl)-N-(3'-(3-(4-(((2-methoxyethyl)amino)methyl)phenyl)-[1,2,4]triazolo[4,3-a]pyridin-7-yl)-2,2'-dimethyl-[1,1'-biphenyl]-3-yl)picolinamide